ClC=1C=NC(=NC1)N[C@H]1CN(CC1)C(=O)C1=NSC(=N1)NC(C=C)=O (R)-N-(3-(3-((5-chloropyrimidin-2-yl)amino)pyrrolidine-1-carbonyl)-1,2,4-thiadiazol-5-yl)acrylamide